N-[(tetrahydrofuran-2-yl)methyl]-N-{4-[5-(trifluoromethyl)-1,2,4-oxadiazol-3-yl]phenyl}carboxamide O1C(CCC1)CN(C=O)C1=CC=C(C=C1)C1=NOC(=N1)C(F)(F)F